BrC1=C(N=C(S1)N)C(F)(F)F 5-bromo-4-(trifluoromethyl)thiazol-2-amine